2-methyl-8-(naphthalen-1-ylmethyl)-6-oxo-9-(3-(trifluoromethyl)phenyl)-3,4-dihydro-2H,6H-pyrido[1,2-e][1,2,5]thiadiazine-4-carboxamide 1,1-dioxide CN1S(C=2N(C(C1)C(=O)N)C(C=C(C2C2=CC(=CC=C2)C(F)(F)F)CC2=CC=CC1=CC=CC=C21)=O)(=O)=O